2-methyl-1,6-naphthyridin-4(1H)-one CC=1NC2=CC=NC=C2C(C1)=O